11-(5-{[(10Z)-1-oxooctadec-9-enyl] oxy} pentyl)-2-methyl-9-oxo-2,8-diaza-5,10-dioxahexadecan-16-yl (10Z)-octadec-9-enoate C(CCCCCCC\C=C/CCCCCCCC)(=O)OCCCCCC(OC(NCCOCCN(C)C)=O)CCCCCOC(CCCCCCC\C=C/CCCCCCCC)=O